(R)-8-benzyl-3-(2-((tert-butyldimethylsilyl)oxy)ethyl)-1-oxo-2,8-diazaspiro[4.5]decane-2-carboxylic acid tert-butyl ester C(C)(C)(C)OC(=O)N1C(C2(C[C@@H]1CCO[Si](C)(C)C(C)(C)C)CCN(CC2)CC2=CC=CC=C2)=O